ClC1=CC=C(C=C1)C1=CC=C(C=C1)C1=CC=C(C=C1)N1C2=CC=CC=C2C=2C=CC=CC12 9-(4''-chloro[1,1':4',1''-terphenyl]-4-yl)-9H-carbazole